5-Hydroxy-1-methyl-3-(trifluoromethyl)pyrazole OC1=CC(=NN1C)C(F)(F)F